BrC1=CC=C(C(=C1CC(C(=O)O)(F)F)F)Cl 6-bromo-3-chloro-α,α,2-trifluoro-benzenepropanoic acid